CNC(C1=NC(=C(C=C1)N1C2CC2N(CC1)CC1=CC=C2C(N(C(NC2=C1)=O)C)=S)C)=O N,6-dimethyl-5-(5-((3-methyl-2-oxo-4-thioxo-1,2,3,4-tetrahydroquinazolin-7-yl)methyl)-2,5-diazabicyclo[4.1.0]heptan-2-yl)picolinamide